C(C)OCCOCCOCCOC1=C(C=CC(=C1)OCCOCCOCCOCC)CC(C(=O)O)N1CCN(CCN(CCN(CC1)CC(=O)O)CC(=O)O)CC(=O)O 3-(2,4-bis{2-[2-(2-ethoxyethoxy)ethoxy]ethoxy}phenyl)-2-[4,7,10-tris(carboxymethyl)-1,4,7,10-tetraazacyclododecan-1-yl]propanoic acid